3-[1-(Methoxymethyl)-2-methylpropyl]sulfanyl-1-(2,6,6-trimethylcyclohex-3-en-1-yl)butan-1-one COCC(C(C)C)SC(CC(=O)C1C(C=CCC1(C)C)C)C